COC1=C(C=CC(=C1)C1=CN=C2N1N=C(C=C2)NCC2=CC=C(C=C2)OC)O 2-methoxy-4-[6-[(4-methoxyphenyl)methylamino]imidazo[1,2-b]pyridazin-3-yl]phenol